(S)-N-(5-(1-isobutylpyrrolidine-3-carboxamido)-2-methylpyridin-3-yl)-6-(1-methyl-1H-pyrazol-4-yl)pyrazolo[1,5-a]pyrazine-3-carboxamide C(C(C)C)N1C[C@H](CC1)C(=O)NC=1C=C(C(=NC1)C)NC(=O)C=1C=NN2C1C=NC(=C2)C=2C=NN(C2)C